COC=1C=C(C(=O)NC2CC3(C2)CCN(CC3)C)C=CC1 3-methoxy-N-(7-methyl-7-azaspiro[3.5]non-2-yl)benzamide